F[B-](F)(F)F.C1(CCC(N1OC(=[N+](C)C)N(C)C)=O)=O succinimidyl-1,1,3,3-tetramethyluronium tetrafluoroborate